C(C)(C)(C)C1=C(C=CC(=C1)C(C)(C)C)C=1C(=C(C=CC1C1=CC=CC=C1)P([O-])[O-])C1=C(C=C(C=C1)C(C)(C)C)C(C)(C)C bis(2,4-di-tert-butyl-phenyl)-4-phenyl-phenylphosphonite